8-Bromo-2,3-dihydro-[1,4]dioxino[2,3-c]pyridine-5-carboxylic acid methyl ester COC(=O)C1=NC=C(C2=C1OCCO2)Br